4-(benzyloxy)-3-((dimethylamino)methyl)-5-(1,3-dioxolan-2-yl)benzoic acid C(C1=CC=CC=C1)OC1=C(C=C(C(=O)O)C=C1C1OCCO1)CN(C)C